3-[1-(2,6-dioxo-3-piperidinyl)-3-methyl-2-oxo-benzoimidazol-4-yl]piperidine-1-carboxylic acid tert-butyl ester C(C)(C)(C)OC(=O)N1CC(CCC1)C1=CC=CC=2N(C(N(C21)C)=O)C2C(NC(CC2)=O)=O